pentamethylcyclopentadienyl-(1-neopentyl-benz[e]indenyl)hafnium CC1=C(C(=C(C1([Hf]C=1CC=2C=CC3=C(C2C1CC(C)(C)C)C=CC=C3)C)C)C)C